6-hydroxy-2-(3-hydroxy-3-methylpyrrolidine-1-carbonyl)quinolin-4-yl-(piperidin-1-yl)methanone OC=1C=C2C(=CC(=NC2=CC1)C(=O)N1CC(CC1)(C)O)C(=O)N1CCCCC1